BrC=1C=CC(=NC1CC)C=1N=NN(C1COC=1N=NNC1C(=O)OCC)C ethyl 4-((4-(5-bromo-6-ethylpyridin-2-yl)-1-methyl-1H-1,2,3-triazol-5-yl)methoxy)-1H-1,2,3-triazole-5-carboxylate